C(C)(C)(C)OC(=O)N1C[C@@H](CCC1)NC(=O)OCC1=CC=CC=C1 (3R)-3-(benzyloxycarbonylamino)piperidine-1-carboxylic acid tert-butyl ester